(2E)-4-[7-amino-4-(1-methyl-1H-indazol-6-yl)-1-oxo-2,3-dihydro-1H-isoindol-2-yl]but-2-enenitrile NC=1C=CC(=C2CN(C(C12)=O)C/C=C/C#N)C1=CC=C2C=NN(C2=C1)C